N-(3,4-dibromophenyl)-6,7,8,9-tetrahydro-5H-5,8-epiminocyclohepta[d]pyrimidine-10-carboxamide BrC=1C=C(C=CC1Br)NC(=O)N1C2CCC1CC=1N=CN=CC12